4-(1-cyclopropyl-1H-1,2,4-triazol-5-yl)phenol C1(CC1)N1N=CN=C1C1=CC=C(C=C1)O